C(C)(C)NC(O[C@H]1C[C@H](CC1)C1=CC(=NN1)NC(C1=CC(=C(C=C1)C=O)NC(C)=O)=O)=O (1R,3S)-3-(3-(3-acetamido-4-formylbenzamido)-1H-pyrazol-5-yl)cyclopentyl isopropylcarbamate